C(C)(C)(C)OC(=O)N1CCC(CC1)(C1=CCCC1)C#N 4-cyano-4-(cyclopent-1-en-1-yl)piperidine-1-carboxylic acid tert-butyl ester